(E)-2,2'-(diazene-1,2-diylbis(methylene))bis(2-methylmalonic acid) N(=N\CC(C(=O)O)(C(=O)O)C)/CC(C(=O)O)(C(=O)O)C